C1(CCC1)C(C)C1=C(C=2CCCC2C=C1)N 5-(1-Cyclobutylethyl)-2,3-dihydro-1H-inden-4-amine